2-((2-ethyl-7-fluoro-5-(4-(2-(3-hydroxyazetidin-1-yl)-2-oxoethyl)-2-(trifluoromethyl)piperazin-1-yl)-2H-indazol-3-yl)(methyl)amino)-4-(4-fluorophenyl)thiazole-5-carbonitrile C(C)N1N=C2C(=CC(=CC2=C1N(C=1SC(=C(N1)C1=CC=C(C=C1)F)C#N)C)N1C(CN(CC1)CC(=O)N1CC(C1)O)C(F)(F)F)F